1,5-bis(4-chlorophenyl)pentan-1,4-dien-3-one ClC1=CC=C(C=C1)C=CC(C=CC1=CC=C(C=C1)Cl)=O